5-chloro-2-(difluoromethyl)-N-((1r,4r)-4-((3-(2-fluorophenyl)-3-hydroxy-6-methyl-2-oxoindolin-1-yl)methyl)cyclohexyl)nicotinamide ClC=1C=NC(=C(C(=O)NC2CCC(CC2)CN2C(C(C3=CC=C(C=C23)C)(O)C2=C(C=CC=C2)F)=O)C1)C(F)F